F[C@@H]1C[C@@H](N(C1)C(=O)OC(C)(C)C)C=1N=C2N(C=C(N=C2)NC(=O)C=2C=C3C=NN(C3=CC2)C)C1 tert-butyl (2R,4R)-4-fluoro-2-(6-(1-methyl-1H-indazole-5-carboxamido)imidazo[1,2-a]pyrazin-2-yl)pyrrolidine-1-carboxylate